O1C=CC=2C1=CC=CC2C(=O)[O-] benzofuran-4-formate